(2S,5S)-5-(benzyloxy)-2-(hydroxymethyl)piperidine-1-carboxylic acid tert-butyl ester C(C)(C)(C)OC(=O)N1[C@@H](CC[C@@H](C1)OCC1=CC=CC=C1)CO